Cl.C(C)N=C=NCCCN(C)C (1-ethyl-3-(3-dimethylaminopropyl)carbodiimide) hydrochloride